14,14-difluoro-N-[2-(4-hydroxy-1-piperidyl)ethyl]-9-oxo-13,15-dioxa-2,8-diazatetracyclo[8.7.0.03,8.012,16]heptadeca-1(17),2,4,6,10,12(16)-hexaene-4-carboxamide FC1(OC=2C=C3C(N4C=CC=C(C4=NC3=CC2O1)C(=O)NCCN1CCC(CC1)O)=O)F